5-vinylindoline-2-one C(=C)C=1C=C2CC(NC2=CC1)=O